2-(2-chloropropyl)-1,3-dioxolane ClC(CC1OCCO1)C